[1,3]dioxane-5-carboxylic acid O1COCC(C1)C(=O)O